N-((4-(4-(trifluoro-methyl)benzyl)-4,5,6,7-tetrahydropyrazolo[1,5-a]pyrimidin-6-yl)methyl)acrylamide FC(C1=CC=C(CN2C=3N(CC(C2)CNC(C=C)=O)N=CC3)C=C1)(F)F